4-[[[4-[(1-Oxo-2-propenyl)oxy]butoxy]carbonyl]oxy]benzoic acid 2-methyl-1,4-phenylene ester CC1=C(C=CC(=C1)OC(=O)C2=CC=C(C=C2)OC(=O)OCCCCOC(=O)C=C)OC(=O)C3=CC=C(C=C3)OC(=O)OCCCCOC(=O)C=C